(S)-2-((((9H-fluoren-9-yl)methoxy)carbonyl)amino)-4-cyclohexylbutanoic acid C1=CC=CC=2C3=CC=CC=C3C(C12)COC(=O)N[C@H](C(=O)O)CCC1CCCCC1